C1=CC=CC=2C(C3=CC=4CCC=CC4C=C3C(C12)=O)=O 7H-tetracene-5,12-dione